4-(4-chlorobenzyl)imidazolidine-2-thione ClC1=CC=C(CC2NC(NC2)=S)C=C1